N-(6-((R)-3-hydroxypiperidin-1-yl)pyridin-2-yl)-2-(6-azaspiro[2.5]octan-6-yl)-6-(1,1,1-trifluoro-2,3-dihydroxypropan-2-yl)nicotinamide O[C@H]1CN(CCC1)C1=CC=CC(=N1)NC(C1=C(N=C(C=C1)C(C(F)(F)F)(CO)O)N1CCC2(CC2)CC1)=O